C[C@H]1CCC(N1CC=1C=NC(=NC1)OC1=CC=C(C=C1)C)=O (5S)-5-methyl-1-{[2-(4-methylphenoxy)pyrimidin-5-yl]methyl}pyrrolidin-2-one